FC1=C2C(=CN=CC2=CC=C1)N1C(N(C2=C(C1=O)C(CC2)CF)CC#N)=O 2-(3-(5-fluoroisoquinolin-4-yl)-5-(fluoromethyl)-2,4-dioxo-2,3,4,5,6,7-hexahydro-1H-cyclopenta[d]pyrimidin-1-yl)acetonitrile